FC1=CC(=CC=2N(C(=NC21)N2C[C@H]1[C@@H](OCCN1)CC2)[C@@H](C)C2=CC=C(C=N2)C#N)F 6-((1S)-1-(4,6-difluoro-2-((4aS,8aS)-hexahydro-2H-pyrido[4,3-b][1,4]oxazin-6(5H)-yl)-1H-benzimidazol-1-yl)ethyl)-3-pyridinecarbonitrile